2-(3,4-dimethoxyphenyl)-5-(1'-isobutyl-[1,4'-bipiperidin]-4-yl)-3-methyl-1H-pyrrolo[3,2-b]pyridine COC=1C=C(C=CC1OC)C1=C(C2=NC(=CC=C2N1)C1CCN(CC1)C1CCN(CC1)CC(C)C)C